CC1=C(C=CC2=CC=CC=C12)C 1,2-Dimethylnaphthalin